(R)-3-Chloro-4-methoxy-N-(4-(piperidin-3-yl)-phenyl)-benzamid ClC=1C=C(C(=O)NC2=CC=C(C=C2)[C@@H]2CNCCC2)C=CC1OC